C(#N)C(C)(C)C1=CC=2N(C=C1)C(=CN2)C2=CC(=C(C(=O)OC)C(=C2)OC)OC(F)F methyl 4-[7-(1-cyano-1-methyl-ethyl)imidazo[1,2-a]pyridin-3-yl]-2-(difluoromethoxy)-6-methoxy-benzoate